6-(2-(4-(2-(4,4-difluoropiperidin-1-yl)-6-ethylpyrimidin-4-yl)-1H-pyrazol-1-yl)-5-Nitrophenyl)-6-azaspiro[2.5]octane FC1(CCN(CC1)C1=NC(=CC(=N1)C=1C=NN(C1)C1=C(C=C(C=C1)[N+](=O)[O-])N1CCC2(CC2)CC1)CC)F